C1(=CC=CC=C1)C=1C=C(C2=CC=CC=C2C1)N1C(=CC2=CC(=CC=C12)Cl)C1=CC=CC=C1 N-(3-phenylnaphthyl)-5-chloro-2-phenyl-indole